(R)-(+)-1-(1-phenylethyl)-2-mercaptoimidazole-5-carboxylic acid ethyl ester C(C)OC(=O)C1=CN=C(N1[C@H](C)C1=CC=CC=C1)S